1-(trifluoromethyl)cyclobutane-1-carboxylic acid FC(C1(CCC1)C(=O)O)(F)F